1-(4-cyclopropylpyridin-2-yl)-N-methyl-N-(1-methyl-1H-indazol-7-yl)-1H-pyrazole-4-sulfonamide C1(CC1)C1=CC(=NC=C1)N1N=CC(=C1)S(=O)(=O)N(C=1C=CC=C2C=NN(C12)C)C